2-((1-(2-chloroacetyl)-1,2,3,4-tetrahydroquinolin-6-yl)oxy)acetamide phosphate P(=O)(O)(O)O.ClCC(=O)N1CCCC2=CC(=CC=C12)OCC(=O)N